z-Pentylamin C(CCCC)N